1-methyl-4-[4-methyl-4-(5-methyl-1,3-benzoxazol-2-yl)piperidin-1-yl]-2-oxo-1,2-dihydroquinoline-3-carbonitrile CN1C(C(=C(C2=CC=CC=C12)N1CCC(CC1)(C=1OC2=C(N1)C=C(C=C2)C)C)C#N)=O